O=C1N(CCC(N1)=O)N1C(C2=CC=C(C=C2C1=O)CN1CCC(=CC1)C1=CN(C2=CC(=CC=C12)F)C)=O 2-(2,4-dioxotetrahydropyrimidin-1(2H)-yl)-5-((4-(6-fluoro-1-methyl-1H-indol-3-yl)-3,6-dihydropyridine-1(2H)-yl)methyl)isoindoline-1,3-dione